4,4-dideuterio-5-propyl-imidazolidin-2-one [2H]C1(NC(NC1CCC)=O)[2H]